FC=1N=C(SC1CN1C[C@@]2(C[C@@H]1C)OCC=1C=NC=CC12)NC(C)=O N-(4-fluoro-5-(((1s,5's)-5'-methyl-3H-spiro[furo[3,4-c]pyridin-1,3'-pyrrolidin]-1'-yl)methyl)thiazol-2-yl)acetamide